diethyl (5-bromo-3-nitropyridin-2-yl)malonate BrC=1C=C(C(=NC1)C(C(=O)OCC)C(=O)OCC)[N+](=O)[O-]